Cl.C(C=C)OCC=1C=C(C#N)C=CC1CN 3-((allyloxy)methyl)-4-(aminomethyl)benzonitrile hydrochloride